N-(1-(4-fluorophenyl)-2,4-dimethylpent-4-en-2-yl)-5,6,7,8-tetrahydroquinoline-3-carboxamide FC1=CC=C(C=C1)CC(CC(=C)C)(C)NC(=O)C=1C=NC=2CCCCC2C1